O1C=CC2=C1C=CC(=C2)CN2C(C(C1=CC=C(C=C21)C(=O)NC2=CNC1=CC=CC=C21)(C)C)=O 1-(Benzofuran-5-ylmethyl)-N-(1H-indol-3-yl)-3,3-dimethyl-2-oxoindoline-6-carboxamide